tert-butyl (S)-(1-cycloheptyl-2-oxo-2-((1',2',4'-trimethyl-6'-oxo-1',6'-dihydro-[3,3'-bipyridin]-6-yl)amino)ethyl)carbamate C1(CCCCCC1)[C@@H](C(NC1=CC=C(C=N1)C1=C(N(C(C=C1C)=O)C)C)=O)NC(OC(C)(C)C)=O